ClC1=C2C(=NC=C1C=1C=C(C=CC1)N1C(CN(CC1)C(=O)OC1CCN(CC1)CC=1C=C3C(N(C(C3=CC1)=O)C1C(NC(CC1)=O)=O)=O)=O)NC=C2C2CC2 1-((2-(2,6-dioxopiperidin-3-yl)-1,3-dioxoisoindolin-5-yl)methyl)piperidin-4-yl 4-(3-(4-chloro-3-cyclopropyl-1H-pyrrolo[2,3-b]pyridin-5-yl)phenyl)-3-oxopiperazine-1-carboxylate